C(C)(C)(C)OC(=O)N1CCC(CC1)C=1C=C2C(=C(NC2=CC1)C1=CC(=C(C=C1)OC)OC)C 4-(2-(3,4-Dimethoxyphenyl)-3-methyl-1H-indol-5-yl)piperidine-1-carboxylic acid tert-butyl ester